N-(1-(2-cyanopropan-2-yl)-3-(oxetan-3-yloxy)-1H-pyrazol-4-yl)formamide C(#N)C(C)(C)N1N=C(C(=C1)NC=O)OC1COC1